1-ethyl-2,3-dimethyl-imidazole C(C)N1C(N(C=C1)C)C